(2S,3R,4R)-1-acetyl-4-((4-cyano-2-methoxyphenyl)amino)-2-cyclopropyl-3-methyl-1,2,3,4-tetrahydroquinoline-6-carboxylic acid C(C)(=O)N1[C@H]([C@@H]([C@H](C2=CC(=CC=C12)C(=O)O)NC1=C(C=C(C=C1)C#N)OC)C)C1CC1